ClC1=C(C(=O)Cl)C=C(C(=C1)C(=O)Cl)Cl 2,5-dichloroterephthaloyl dichloride